CC=1C=C2C=NCN(C2=CC1)CC1=CC(=C(C=C1)F)C(=O)N1CCN(CC1)C(=O)C1CCCC1 6-Methyl-1-(4-fluoro-3-(4-(cyclopentylcarbonyl)piperazine-1-carbonyl)benzyl)quinazoline